NC[C@H]1NC([C@H](SCC1)C1=C(C=CC(=C1)OC1=CC=CC=C1)Br)=O (2R,5S)-5-(aminomethyl)-2-(2-bromo-5-phenoxy-phenyl)-1,4-thiazepan-3-one